(4aR,7R,8aR)-9,9-dimethyltetrahydro-4H-4a,7-methanobenzo[c][1,2]oxazireno[2,3-b]isothiazole 3,3-dioxide CC1([C@]23[C@@]4(N(S(C2)(=O)=O)O4)C[C@H]1CC3)C